2-amino-2-(6,7-dihydro-5H-pyrrolo[1,2-c]imidazol-1-yl)acetate NC(C(=O)[O-])C1=C2N(C=N1)CCC2